5-Amino-3-(4-(2-((3-(2,4-dimethylphenyl)isoxazol-5-yl)amino)-2-oxoethyl)phenyl)-1-isopropyl-1H-pyrazole-4-carboxamide NC1=C(C(=NN1C(C)C)C1=CC=C(C=C1)CC(=O)NC1=CC(=NO1)C1=C(C=C(C=C1)C)C)C(=O)N